COC1=CC=C(C=C1)P(=S)([S-])N1CCOCC1.[NH2+]1CCOCC1 morpholin-4-ium 4-methoxyphenyl(morpholino)phosphinodithioate